2-chloro-N-(4-(diethylamino)-2-(ethylamino)benzyl)-N-(furan-2-ylmethyl)benzamide ClC1=C(C(=O)N(CC=2OC=CC2)CC2=C(C=C(C=C2)N(CC)CC)NCC)C=CC=C1